((6-(5-(1-cyano-3-fluoronaphthalen-2-yl)-1-methyl-1H-pyrazol-4-yl)-1-oxo-1,2-dihydroisoquinolin-4-yl)methyl)carbamic acid tert-butyl ester C(C)(C)(C)OC(NCC1=CNC(C2=CC=C(C=C12)C=1C=NN(C1C1=C(C2=CC=CC=C2C=C1F)C#N)C)=O)=O